OC1=C(C=CC=C1)C(CC(=O)[O-])(C)C 3-(2-hydroxyphenyl)-3,3-Dimethylpropionate